CON(C(=O)C1CC(CC1)OC)C N,3-dimethoxy-N-methylcyclopentane-1-carboxamide